N-(2,4-dimethoxyphenyl)-3,4-dihydroisoquinoline COC1=C(C=CC(=C1)OC)N1CC2=CC=CC=C2CC1